COC=1C=C(C=C(C1OC)OC)N1C=NC(=C1)NC1=NC(=NC2=CC=CC=C12)N1[C@H](CCC1)CO (R)-(1-(4-((1-(3,4,5-trimethoxyphenyl)-1H-imidazol-4-yl)amino)quinazolin-2-yl)pyrrolidin-2-yl)methanol